(4S)-N-((R)-(4-chloro-2,5-difluorophenyl)(cyclopropyl)methyl)-4-fluoro-1-((4-(methylsulfonyl)-2-pyridinyl)carbonyl)-D-prolinamide ClC1=CC(=C(C=C1F)[C@H](NC([C@@H]1N(C[C@H](C1)F)C(=O)C1=NC=CC(=C1)S(=O)(=O)C)=O)C1CC1)F